(R)-N-(4-(4-amino-(4-phenoxyphenyl)-1H-pyrazolo[3,4-d]pyrimidin-1-yl)cyclohexyl)-2-(dimethylamino)-4-methylpentanamide NC1=C2C(=NC=N1)N(N=C2C2=CC=C(C=C2)OC2=CC=CC=C2)C2CCC(CC2)NC([C@@H](CC(C)C)N(C)C)=O